C(C)C1=C(NC2=C(NC3=C2C(NCC3)=O)C3=C(C=NC=C3)OCC(C)(C)OC)C=CC=C1F 3-(2-ethyl-3-fluoroanilino)-2-[3-(2-methoxy-2-methylpropoxy)pyridin-4-yl]-1,5,6,7-tetrahydro-4H-pyrrolo[3,2-c]pyridin-4-one